C(C(C)C)N1C=C(C=2C1=NC(=CC2)C(=O)N2C(C(NCC2)=O)(C)C)C2=CC=C(C=C2)OC(F)(F)F 4-(1-isobutyl-3-(4-(trifluoromethoxy)phenyl)-1H-pyrrolo[2,3-b]pyridine-6-carbonyl)-3,3-dimethylpiperazin-2-one